(4-(2,3-Dihydro-1,4-benzodioxin-6-ylsulfonyl)morpholin-2-yl)benzothiophen-2-carboxamid O1CCOC2=C1C=CC(=C2)S(=O)(=O)N2CC(OCC2)C2=C(SC1=C2C=CC=C1)C(=O)N